tert-butyl 4-[2-(2-aminophenoxy)ethoxy]piperidine-1-carboxylate NC1=C(OCCOC2CCN(CC2)C(=O)OC(C)(C)C)C=CC=C1